O=S1(C[C@@H](C=C1)N1C(C(=C(C2=CC=CC=C12)C(F)(F)F)C(=O)N)=O)=O [(3R)-1,1-dioxo-2,3-dihydrothiophen-3-yl]-2-oxo-4-(trifluoromethyl)-1H-quinoline-3-carboxamide